NC1(CCC(CC1)(OCCCC)OCCCC)C(=O)OCCCC n-Butyl 1-amino-4,4-dibutoxycyclohexanecarboxylate